FC=1C(=NC=CC1)SC=1C=2N(C=C(C1)C=1C=NN(C1C)[C@@H]1[C@H](CNCC1)O)N=CC2C#N 4-[(3-fluoro-2-pyridyl)sulfanyl]-6-[1-[(3S,4S)-3-hydroxy-4-piperidyl]-5-methylpyrazol-4-yl]pyrazolo[1,5-a]pyridine-3-carbonitrile